N[C@@H](CCCCN)C(=O)O Trans-lysine